FC=1C(=C(C=C(C1)F)C=1C=C2C(=NN1)N(C[C@@]1(N2C[C@@H](C1)OC1=NC=C(C=C1)C(=O)OC)CC)C(=O)OC(C)(C)C)OC tert-butyl (6aR,8R)-2-(3,5-difluoro-2-methoxyphenyl)-6a-ethyl-8-((5-(methoxycarbonyl)pyridin-2-yl)oxy)-6a,7,8,9-tetrahydropyrrolo[1',2':4,5]pyrazino[2,3-c]pyridazine-5(6H)-carboxylate